Tert-butyl (2-((3-fluorophenyl)amino)-6-(4-phenylpiperazine-1-carbonyl)pyridin-4-yl)carbamate FC=1C=C(C=CC1)NC1=NC(=CC(=C1)NC(OC(C)(C)C)=O)C(=O)N1CCN(CC1)C1=CC=CC=C1